N-(1-(4-(cyclopropanesulfonamido)pyridin-2-yl)-3-(pyrrolidin-1-yl)propyl)-5-(6-ethoxypyrazin-2-yl)thiazole-2-carboxamide C1(CC1)S(=O)(=O)NC1=CC(=NC=C1)C(CCN1CCCC1)NC(=O)C=1SC(=CN1)C1=NC(=CN=C1)OCC